CO[C@H](C)C[C@@H](CCC=C)S(=O)(=O)N (2R,4R)-2-METHOXYOCT-7-ENE-4-SULFONAMIDE